N1CCC(CC1)N1C(NCC1=O)=O 3-(piperidin-4-yl)imidazoline-2,4-dione